C[C@]12CC[C@H](/C(=C/C[C@@H]3[C@@H]([C@H]1O)OC(=O)C3=C)/C2)OO The molecule is an organic heterotricyclic compound that is a hydroperoxysesquiterpene lactone with a modified germacrane skeleton, isolated from the aerial parts of Tanacetum vulgare. It has a role as a metabolite. It is a hydroperoxide, a sesquiterpene lactone, a gamma-lactone, an organic heterotricyclic compound and a secondary alcohol.